7-nitro-1,2,3,4-tetrahydroisoquinoline [N+](=O)([O-])C1=CC=C2CCNCC2=C1